C(C)(C)(C)OC(=O)NCCOC=1C=C(C=C(C1)B1OC(C(O1)(C)C)(C)C)/C=C/C(=O)OCC ethyl (E)-3-(3-(2-((tert-butoxycarbonyl)amino)ethoxy)-5-(4,4,5,5-tetramethyl-1,3,2-dioxaborolan-2-yl)phenyl)acrylate